O[C@H](COC=1C=C(C=CC1)S(=O)(=O)NC[C@@H](C)O)CN[C@H]1COC2(C1)CCN(CC2)S(=O)(=O)C2=CC1=C(OCCN1C)N=C2 3-((S)-2-hydroxy-3-((R)-8-(1-methyl-2,3-dihydro-1H-pyrido[2,3-b][1,4]oxazin-7-ylsulfonyl)-1-oxa-8-azaspiro[4.5]decan-3-ylamino)propoxy)-N-((R)-2-hydroxypropyl)benzenesulfonamide